O1BC=CC2=C1C(=CC=C2)C(=O)[O-] benzo[e][1,2]oxaborinine-8-carboxylate